CN1N=C(C=C1)C1=CC=C(CC2=C3C(=NC(=C2)C(=O)O)CCO3)C=C1 7-(4-(1-methyl-1H-pyrazol-3-yl)benzyl)-2,3-dihydrofuro[3,2-b]pyridine-5-carboxylic acid